FC1=C(C=C(O[C@@H]2C[C@H](C2)NC2=NC=3N([C@H](C(N(C3C(=N2)C)C)=O)C)C)C=C1)OC (7S)-2-((trans-3-(4-fluoro-3-methoxyphenoxy)cyclobutyl)amino)-4,5,7,8-tetramethyl-7,8-dihydropteridin-6(5H)-one